C1(CC1)C1=CC=C(C=C1)C(CC)N1C[C@@H](N(C[C@H]1C)C1=CC(N(C=2C=CC(=NC12)C#N)C)=O)C 8-((2s,5r)-4-(1-(4-cyclopropylphenyl)propyl)-2,5-dimethylpiperazin-1-yl)-5-methyl-6-oxo-5,6-dihydro-1,5-naphthyridine-2-carbonitrile